1,4-diazepin-6-ol hydrogen bromide salt Br.N1C=CN=CC(=C1)O